O[C-]1NC(=CC(=N1)C=CC1=CC(=CC=C1)OC)C=CC1=CC(=CC=C1)OC 2-hydroxy-4,6-bis(3-methoxystyryl)pyrimidineiD